C(\C=C\CCC)(=O)[O-] (E)-2-hexenoate